ClC1=CC=C2C(=N1)N(C=C2C2=C(C=CC=C2OC)OC)COCC[Si](C)(C)C 6-chloro-3-(2,6-dimethoxyphenyl)-1-((2-(trimethylsilyl)ethoxy)methyl)-1H-pyrrolo[2,3-b]pyridine